C(#N)[C@@H]1[C@@H](C1)C(=O)O cis-2-cyanocyclopropane-1-carboxylic acid